[1,5]Benzoxazole O1C=CC2=C1C=CN=C2